3-(4-aminophenyl)thietane 1,1-dioxide trifluoroacetate FC(C(=O)O)(F)F.NC1=CC=C(C=C1)C1CS(C1)(=O)=O